[V].[Mo] molybdenum-vanadium